CC1=C(C=NN1C1=CC=CC=C1)C(=O)O 5-methyl-1-phenyl-1H-pyrazole-4-carboxylic acid